1-(3-methyl-7-prop-2-yl-6-bicyclo[2.2.2]oct-3-enyl)ethanone CC=1CC2C(CC1CC2C(C)C)C(C)=O